ClC=1C=CC(=C(C1)C=1N=CN(C(C1)=O)[C@H]1CCC[C@H](C(NC=2C=NN(C2C=2C=CN=C1C2)C)=O)C)NC2=NC=CC=N2 (9R,13S)-13-(4-{5-chloro-2-[(pyrimidin-2-yl)amino]Phenyl}-6-oxo-1,6-dihydropyrimidin-1-yl)-3,9-dimethyl-3,4,7,15-tetraazatricyclo[12.3.1.02,6]Octadec-1(18),2(6),4,14,16-pentaen-8-one